COC=1C(=CC=2C=C(N3C(C2C1)=C1C=CC=CC1=N3)C3=CC=CC=C3)OC 2,3-Dimethoxy-6-phenylindazolo[3,2-a]isoquinoline